2-(pent-3-yl)pyridine CCC(CC)C1=NC=CC=C1